4-(methoxymethoxy)benzo[d][1,3]dioxole COCOC1=CC=CC=2OCOC21